methyl 4-[1-(tert-butylsulfinylamino)-3-[(3S)-5,5-dimethyl-1-(2,2,2-trifluoroacetyl)pyrrolidin-3-yl]propyl]benzoate C(C)(C)(C)S(=O)NC(CC[C@@H]1CN(C(C1)(C)C)C(C(F)(F)F)=O)C1=CC=C(C(=O)OC)C=C1